F[C@@H]1C[C@@]2(CCCN2C1)COC1=NC=C2NC=NC2=N1 {[(2R,7aS)-2-fluorotetrahydro-1H-pyrrolizin-7a(5H)-yl]methoxy}-7H-purine